potassium hydroxycobalt oxide O[Co]=O.[K]